C(C)C1CCC(CC1)C 1-ethyl-4-methylcyclohexane